Cl.CNC1CCC=2C(=C(SC2)C#N)C1 6-(methylamino)-4,5,6,7-tetrahydro-2-benzothiophene-1-carbonitrile hydrochloride